1-({3,4-difluoro-2-[(2-fluoro-4-iodophenyl)amino]phenyl}carbonyl)-3-{[(tetrahydrofuran-2-ylmethyl)amino]methyl}azetidin-3-ol FC=1C(=C(C=CC1F)C(=O)N1CC(C1)(O)CNCC1OCCC1)NC1=C(C=C(C=C1)I)F